C(C#C)OC(CN)=O Glycine propargyl ester